O=C1N(CCN1)CCN1CCN(CC1)CCN(CCNCC#N)CCNCC#N 2,2'-((((2-(4-(2-(2-oxoimidazolidin-1-yl)ethyl)piperazin-1-yl)ethyl)azanediyl)bis(ethane-2,1-diyl))bis(azanediyl))diacetonitrile